5-{[(2S,5R)-2,5-dimethyl-4-(tetrahydro-2H-pyran-4-ylmethyl)piperazin-1-yl]Carbonyl}-N-(2-ethyl-5-fluoropyrimidin-4-yl)-6,6-dimethyl-1,4,5,6-tetrahydropyrrolo[3,4-c]Pyrazol-3-amine C[C@@H]1N(C[C@H](N(C1)CC1CCOCC1)C)C(=O)N1C(C=2NN=C(C2C1)NC1=NC(=NC=C1F)CC)(C)C